CC(C(=O)OC1=CC2=CC=CC=C2N1)O Indolyl lactate